C(#N)CN1C(C2=C(C=CC=C2C1)B(O)O)=O (2-(CYANOMETHYL)-1-OXOISOINDOLIN-7-YL)BORONIC ACID